dodecadiene CCCCCCCC/C=C/C=C